4-bromo-1-methyl-1,2,3,6-tetrahydropyridine BrC=1CCN(CC1)C